[dimethylamino(triazolo[4,5-b]pyridin-3-yloxy)methylene]-dimethylammonium hexafluorophosphate F[P-](F)(F)(F)(F)F.CN(C)C(ON1N=NC=2C1=NC=CC2)=[N+](C)C